C(C(C)(C)C)OS(=O)(=O)C1=CC(=CC=C1)C(C1=C(C=CC(=C1)Cl)Cl)=O 3-(2,5-dichlorobenzoyl)benzenesulfonic acid neopentyl ester